C(C)(C)(C)OC(=O)NS(=O)(=O)N([C@@H]1CN(CCC1)C(=O)OC(C)(C)C)C=1C=NN(C1)C Tert-butyl (3S)-3-[({[(tert-butoxy)carbonyl]amino}sulfonyl)(1-methyl-1H-pyrazol-4-yl)amino]piperidine-1-carboxylate